4-(3-acetyl-5-cyclopropyl-2-methyl-1H-pyrrol-1-yl)benzonitrile C(C)(=O)C1=C(N(C(=C1)C1CC1)C1=CC=C(C#N)C=C1)C